C(C)(C)(C)OC(=O)N1[C@@H](C[C@@H](C1)OC)CO (2S,4S)-2-(hydroxymethyl)-4-methoxypyrrolidine-1-carboxylic acid tert-butyl ester